N1C=C(C2=CC=CC=C12)C1CN(C1)[C@H]1[C@@H](CCCC1)OC=1C=C2CN(C(C2=CC1)=O)C1C(NC(CC1)=O)=O 3-(5-(((1R,2R)-2-(3-(1H-indol-3-yl)azetidin-1-yl)cyclohexyl)oxy)-1-oxoisoindolin-2-yl)piperidine-2,6-dione